5-methyl-2-(2H-1,2,3-triazol-2-yl)benzoic acid CC=1C=CC(=C(C(=O)O)C1)N1N=CC=N1